C1(CCC1)C(C(=O)NC=1C=C(SC1)C1=CN=CC(=N1)C1=CC(=C(C(=O)N(C2CCN(CC2)C)C)C=C1)OC)(C)C 4-(6-(4-(2-cyclobutyl-2-methylpropanamido)thiophen-2-yl)pyrazin-2-yl)-2-methoxy-N-methyl-N-(1-methylpiperidin-4-yl)benzamide